(1s,3s,5s)-2-azabicyclo[3.1.0]hexane-3-carboxylic acid [C@H]12N[C@@H](C[C@@H]2C1)C(=O)O